C(=S)[S-].C(=S)[S-].[Na+].[Na+] sodium bisdithiocarboxylate